BrC1=CC=2N=C3C(=NC2C=C1)C1=CC=CC=C1C3=NNC(=S)N 8-bromo-11H-indeno[1,2-b]quinoxalin-11-one thiosemicarbazone